methyl 5-bromo-1-(cyanomethyl)-1H-pyrrole-3-carboxylate BrC1=CC(=CN1CC#N)C(=O)OC